CC1=C(C=C(C=C1)C1=NOC(=N1)C(C)C1=CC(=CC=C1)OC1=CC=CC=C1)NCC1=CC=C(S1)C(=O)O 5-(((2-methyl-5-(5-(1-(3-phenoxyphenyl)ethyl)-1,2,4-oxadiazol-3-yl)phenyl)amino)methyl)thiophene-2-carboxylic acid